FC(C1=NC=CC(=C1)N1CC(C1)CC(=O)N1CC2=NC=3CNCCC3C(=C2C1)C)F 2-[1-(2-Difluoromethyl-pyridin-4-yl)-azetidin-3-yl]-1-(9-methyl-1,3,5,6,7,8-hexahydro-pyrrolo[3,4-b][1,7]naphthyridin-2-yl)-ethanone